FC=1C=C(C(=O)NCCCCCCC(=O)NO)C=CC1NC(=S)NC1=CC(=C(C=C1)OC(F)(F)F)F 3-fluoro-4-(3-(3-fluoro-4-(trifluoromethoxy)phenyl)thioureido)-N-(7-(hydroxyamino)-7-oxoheptyl)benzamide